methyl 5-bromo-4-(3,4-dichlorophenyl)-1-(2,4-difluorophenyl)-6-methyl-2-oxo-pyridine-3-carboxylate BrC=1C(=C(C(N(C1C)C1=C(C=C(C=C1)F)F)=O)C(=O)OC)C1=CC(=C(C=C1)Cl)Cl